2-(3-fluoroazetidin-1-yl)-1-(3-fluorobenzyl)-6-(4-methoxy-5H-pyrrolo[3,2-d]pyridin-5-yl)-1H-imidazo[4,5-b]pyridine FC1CN(C1)C=1N(C=2C(=NC=C(C2)C2N=CC=3C(=C2OC)C=CN3)N1)CC1=CC(=CC=C1)F